[Cl-].C(C1=CC=CC=C1)N1C=[N+](C=C1)CC(CCCC)CC 1-benzyl-3-(2-ethylhexyl)imidazolium chloride